(4-(2-(3,4-dihydroxy-5-methoxyphenyl)-1H-benzo[d]imidazol-5-yl)piperazin-1-yl)(pyridin-4-yl)methanone OC=1C=C(C=C(C1O)OC)C1=NC2=C(N1)C=CC(=C2)N2CCN(CC2)C(=O)C2=CC=NC=C2